FC1(OC2=C(O1)C=CC(=C2)NC(C2=C(C=CC=C2)S(=O)(=O)N2CCCCC2)=O)F N-(2,2-difluorobenzo[d][1,3]dioxol-5-yl)-2-(piperidin-1-ylsulfonyl)benzamide